1-{4-[1-(1-Ethyl-propyl)-7-((R)-1-quinolin-3-yl-ethylamino)-1H-pyrazolo[4,3-d]pyrimidin-5-yl]-piperazin-1-yl}-ethanon C(C)C(CC)N1N=CC=2N=C(N=C(C21)N[C@H](C)C=2C=NC1=CC=CC=C1C2)N2CCN(CC2)C(C)=O